N-[(1S)-1-[[6-chloro-5-(2,5-dimethyl-1-oxido-pyridin-1-ium-3-yl)-2-pyridyl]carbamoyl]-2,2-dicyclopropyl-ethyl]-2-isopropyl-pyrazole-3-carboxamide ClC1=C(C=CC(=N1)NC(=O)[C@H](C(C1CC1)C1CC1)NC(=O)C=1N(N=CC1)C(C)C)C=1C(=[N+](C=C(C1)C)[O-])C